(S)-3-((S)-3',3'-difluoro-1'-(3-(1-methyl-1H-pyrazol-4-yl)benzyl)-6-oxo-6,8-dihydro-2H,7H-spiro[furo[2,3-e]isoindol-3,4'-piperidin]-7-yl)piperidine-2,6-dione FC1(CN(CC[C@]12COC1=C3CN(C(C3=CC=C12)=O)[C@@H]1C(NC(CC1)=O)=O)CC1=CC(=CC=C1)C=1C=NN(C1)C)F